1-(4-(2-(6-((3r,5r)-3-amino-5-fluoropiperidine-1-carbonyl)-3-methylpyrazolo[1,5-a]pyridin-2-yl)-1-(cyclopropylmethyl)-1H-indol-7-yl)piperidin-1-yl)-2-hydroxy-2-methylpropan-1-one N[C@H]1CN(C[C@@H](C1)F)C(=O)C=1C=CC=2N(C1)N=C(C2C)C=2N(C1=C(C=CC=C1C2)C2CCN(CC2)C(C(C)(C)O)=O)CC2CC2